N-{[4-methyl-2-(piperidin-1-yl)phenyl](5-methylfuran-2-yl)methyl}-2-{6-[4-(trifluoroacetyl)piperazin-1-yl]pyridin-2-yl}acetamide CC1=CC(=C(C=C1)C(NC(CC1=NC(=CC=C1)N1CCN(CC1)C(C(F)(F)F)=O)=O)C=1OC(=CC1)C)N1CCCCC1